[2-(BUTAN-2-YLOXY)-5-METHYLPHENYL]BORANEDIOL CC(CC)OC1=C(C=C(C=C1)C)B(O)O